C(C)(C)N1CCN(CC1)CC(=O)NC=1N=CC2=CC=C(C=C2C1)C=1C=NN(C1CN1CCCCC1)C 2-(4-isopropylpiperazin-1-yl)-N-(6-(1-methyl-5-(piperidin-1-ylmethyl)-1H-pyrazol-4-yl)isoquinolin-3-yl)acetamide